O=C1NC(CCC1NC(=O)C1=C(C=C(C=C1)N1CCN(CC1)CCC(=O)N1CCC(CC1)NC(OC(C)(C)C)=O)F)=O tert-butyl (1-(3-(4-(4-((2,6-dioxopiperidin-3-yl)carbamoyl)-3-fluorophenyl)piperazin-1-yl)propanoyl)piperidin-4-yl)carbamate